C(C)OC(C(CCCCOCCCCC(C)(C)C(=O)OCC)(C)C)=O 6-(5-Ethoxycarbonyl-5-methyl-hexyloxy)-2,2-dimethylhexanoic acid ethyl ester